N1C(=CC2=CC=CC=C12)C=1SCC(N1)C(=O)O 2-(indol-2-yl)-4,5-dihydrothiazole-4-carboxylic acid